2-(2-fluorobenzyl)-5-(2-methoxyphenoxy)pyrimidine-4,6-diol FC1=C(CC2=NC(=C(C(=N2)O)OC2=C(C=CC=C2)OC)O)C=CC=C1